4-(4-carbamimidoylpiperazin-1-yl)-N-(4-(4-carbamimidoylpiperazin-1-yl)-2-methylphenyl)-2-methylbenzamide C(N)(=N)N1CCN(CC1)C1=CC(=C(C(=O)NC2=C(C=C(C=C2)N2CCN(CC2)C(N)=N)C)C=C1)C